C(#N)C[C@@H]1N(CCN(C1)C1=NC(=NC2=C(C(=C(C=C12)F)C1=CC=CC2=CC=C(C(=C12)C#C[Si](C(C)C)(C(C)C)C(C)C)F)F)F)C(=O)OC(C)(C)C tert-butyl (2S)-2-(cyanomethyl)-4-(2,6,8-trifluoro-7-(7-fluoro-8-((triisopropylsilyl)ethynyl)naphth-1-yl)-quinazolin-4-yl)piperazine-1-carboxylate